C(C1=CC=CC=C1)(=O)OCCC=NC1=CC(=CC=C1)C(CC)C [3-(3-butyl) phenyliminopropyl] benzoate